N1,N8-bis(3-(2,6-dioxopiperidin-3-yl)-2-methyl-4-oxo-3,4-dihydroquinazolin-8-yl)octanediamide O=C1NC(CCC1N1C(=NC2=C(C=CC=C2C1=O)NC(CCCCCCC(=O)NC=1C=CC=C2C(N(C(=NC12)C)C1C(NC(CC1)=O)=O)=O)=O)C)=O